FC=1C=C2CN(CC2=CC1OCC1CNCCC1)C1=C(C(NN=C1)=O)C(F)(F)F 5-[5-fluoro-6-(piperidin-3-ylmethoxy)-2,3-dihydro-1H-isoindol-2-yl]-4-(trifluoromethyl)-2,3-dihydropyridazin-3-one